S1C=CCC2=CC=CC=C12 1,4-dihydrothiochromene